ClC1=CC(=C(C(=O)C2=CC=C(C(=O)O)C=C2)C=C1)OCOCC 4-(4-chloro-2-(ethoxymethoxy)benzoyl)benzoic acid